2-(4-(3-isopropyl-2-(7-methyl-[1,2,4]triazolo[1,5-a]pyridin-6-yl)-1H-indol-5-yl)piperidin-1-yl)acetamide C(C)(C)C1=C(NC2=CC=C(C=C12)C1CCN(CC1)CC(=O)N)C=1C(=CC=2N(C1)N=CN2)C